azelanitrile C(CCCCCCCC#N)#N